C1=NC=CC2=CC(=CC=C12)C1N(CC(CC1)C)C(C(=O)O)=O 2-(2-(Isoquinolin-6-yl)-5-methylpiperidin-1-yl)-2-oxoacetic acid